FC1=CC=C(C=N1)C1=CC[C@@H](CN1C(=O)OC(C)(C)C)C tert-Butyl (3S)-6-(6-fluoro-3-pyridyl)-3-methyl-3,4-dihydro-2H-pyridine-1-carboxylate